siloxypotassium [SiH3]O[K]